(E)-3-fluoro-2-[[2-(2-pyridyl)-6-quinolyl]oxymethyl]prop-2-en-1-ylamine hydrochloride Cl.F/C=C(\CN)/COC=1C=C2C=CC(=NC2=CC1)C1=NC=CC=C1